6-chloro-2-ethyl-1,4-dihydroisoquinolin-3(2H)-one ClC=1C=C2CC(N(CC2=CC1)CC)=O